C1(CCCC1)CCC(=O)O 3-cyclopentylpropionic acid